C(C(=C)C)(=O)[O-].OCCC[NH-] hydroxypropyl-amide methacrylate